OC1(CCN(CC1)C(C[C@@H](C)C1=CC=CC=C1)=O)CN1C=NC(=CC1=O)NCC(=O)N(C)C (R)-2-((1-((4-hydroxy-1-(3-phenylbutanoyl)piperidin-4-yl)methyl)-6-oxo-1,6-dihydropyrimidin-4-yl)amino)-N,N-dimethylacetamide